4-butenyloxy-2,2,6,6-tetramethylpiperidine C(=CCC)OC1CC(NC(C1)(C)C)(C)C